C1(CC1)C(CC(=O)OC)C1=CC(=CC=C1)O methyl 3-cyclopropyl-3-(3-hydroxyphenyl)propanoate